CC=1C=CC=2C(C3=CC=C(C=C3CC2C1)C)=O 3,6-dimethyl-anthrone